NC1=NC=CC(=C1Br)SC1=CN=C(N=N1)N1CCC2(CC1)[C@@H](C1=CC=CC=C1C2)N (S)-1'-(6-((2-amino-3-bromopyridin-4-yl)thio)-1,2,4-triazin-3-yl)-1,3-dihydrospiro[indene-2,4'-piperidin]-1-amine